((S)-4-acryloyl-2-methylpiperazin-1-yl)-7-(2-amino-3,4,5,6-tetrafluorophenyl)-6-chloro-1-(2-isopropyl-4-methylpyridin-3-yl)-2-oxo-1,2-dihydro-1,8-naphthyridine-3-carbonitrile C(C=C)(=O)N1C[C@@H](N(CC1)C1=C(C(N(C2=NC(=C(C=C12)Cl)C1=C(C(=C(C(=C1F)F)F)F)N)C=1C(=NC=CC1C)C(C)C)=O)C#N)C